NC1=CC(=C(C=2C(C3=C(C=CC(=C3C(C12)=O)O)N)=O)O)S(=O)(=O)O.[Na] monosodium 4,8-diamino-9,10-dihydro-1,5-dihydroxy-9,10-dioxo-2-anthracenesulfonic acid